(R)-5-chloro-4-(1H-pyrrolo[2,3-b]pyridin-3-yl)-N-(1-(5,6,7,8-tetrahydropyrido[3,4-d]pyrimidin-4-yl)piperidin-3-yl)pyrimidin-2-amine hydrochloride Cl.ClC=1C(=NC(=NC1)N[C@H]1CN(CCC1)C=1C2=C(N=CN1)CNCC2)C2=CNC1=NC=CC=C12